CSC1=C(N=CC2=CC=CC=C12)B(O)O (4-(methylthio)isoquinolin-3-yl)boronic acid